CNC1=NC(=C2N=CN(C2=N1)C1OCCCC1)NCC1=CC=C(O1)C (Methylamino)-6-[(5-methylfurfuryl)amino]-9-(tetrahydro-2H-pyran-2-yl)-9H-purine